C(CC(C)C)C(C(=O)O)(CC(=O)O)CC(C)C 2-isopentyl-2-isobutylsuccinic acid